5-Bromoisochroman-6-amine BrC1=C2CCOCC2=CC=C1N